[Ca].[Ba] Barium-Calcium